isooctyl alcohol succinate C(CCC(=O)O)(=O)O.C(CCCCC(C)C)O